C(#N)C1=C(C(=NC(=C1)C1=C(C=CC(=C1)C(F)(F)F)C)C(CCC(=O)O)=O)O 4-[4-Cyano-3-hydroxy-6-(2-methyl-5-trifluoromethyl-phenyl)-pyridin-2-yl]-4-oxo-butyric acid